SCCC(=O)OCCCCCC(C)C iso-octyl 3-mercaptopropionate